ClC=1SC=CC1[C@]12[C@H](OCC(N1)=O)CCCC2 (4aR,8aR)-4a-(2-chloro-3-thiophenyl)hexahydro-2H-benzo[b][1,4]oxazin-3(4H)-one